CC=1N=C(C=2C=CC=C(C2C1)N)N methyl-isoquinoline-1,5-diamine